5-Amino-3-[4-(1-[[3-(2,2-dimethylpropyl)-1,2-oxazol-5-yl]carbamoyl]ethyl)phenyl]-1-(1,1,1-trifluoro-2-methylpropan-2-yl)pyrazole-4-carboxamide NC1=C(C(=NN1C(C(F)(F)F)(C)C)C1=CC=C(C=C1)C(C)C(NC1=CC(=NO1)CC(C)(C)C)=O)C(=O)N